(S)-tert-butyl 3-(((9H-fluoren-9-yl) methoxy) carbonylamino)-4-(3-(3-(3,4-dimethoxyphenyl) propanoyl) phenylamino)-4-oxobutanoate C1=CC=CC=2C3=CC=CC=C3C(C12)COC(=O)N[C@@H](CC(=O)OC(C)(C)C)C(=O)NC1=CC(=CC=C1)C(CCC1=CC(=C(C=C1)OC)OC)=O